Tri-Lauryl Phosphite P(OCCCCCCCCCCCC)(OCCCCCCCCCCCC)OCCCCCCCCCCCC